4-(Allyloxy)-3,5-bis(benzyloxy)benzoic acid C(C=C)OC1=C(C=C(C(=O)O)C=C1OCC1=CC=CC=C1)OCC1=CC=CC=C1